4-(6-(2-Fluorophenyl)pyrazolo[1,5-a]pyridin-3-yl)piperazine-1-carboxylic acid tert-butyl ester C(C)(C)(C)OC(=O)N1CCN(CC1)C=1C=NN2C1C=CC(=C2)C2=C(C=CC=C2)F